(methylsulfonyl)-6-azaspiro[3.4]octan CS(=O)(=O)C1CCC12CNCC2